N-methyl-N-(4-piperidinyl)acetamide CN(C(C)=O)C1CCNCC1